4-Methyl-3H-pyrrolo[2,3-c]quinoline CC1=NC=2C=CC=CC2C2=C1NC=C2